ClC1=NSC(=C1Cl)C(=O)O 3,4-Dichloro-5-isothiazolecarboxylic acid